2-((1-(4-(2-(2-Aminopyridin-3-yl)-5-(3-fluorophenyl)-3H-imidazo[4,5-b]pyridin-3-yl)benzyl)piperidin-4-yl)amino)pyrimidine-4-carbonitrile NC1=NC=CC=C1C1=NC=2C(=NC(=CC2)C2=CC(=CC=C2)F)N1C1=CC=C(CN2CCC(CC2)NC2=NC=CC(=N2)C#N)C=C1